4'-(1-(cyclopentylmethyl)piperidin-3-yl)[1,1'-biphenyl]-4-ol 6,7,8,9-tetrahydro-5H-cyclohept[b]pyridin-9-yl-4-(2-oxo-2,3-dihydro-1H-imidazo[4,5-b]pyridin-1-yl)azepan-1-carboxylate N1=C2C(=CC=C1)CCCCC2C2N(CCCC(C2)N2C(NC1=NC=CC=C12)=O)C(=O)OC1=CC=C(C=C1)C1=CC=C(C=C1)C1CN(CCC1)CC1CCCC1